CN1C=C(C=C1)B1OC(C(O1)(C)C)(C)C 1-methyl-3-(4,4,5,5-tetramethyl-1,3,2-dioxaborolan-2-yl)pyrrole